NCCC=1C=NC(=NC1)C1=C(C=C(C#N)C=C1)OC=1N(N=C(C1F)C1=CC=CC=C1)C 4-[5-(2-aminoethyl)pyrimidin-2-yl]-3-(4-fluoro-2-methyl-5-phenylpyrazol-3-yl)oxybenzonitrile